S1C(=NC2=C1C=CC=C2)NC(=O)C=2C=CC=C1CCN(CC21)C2=CC=C(C(=N2)C(=O)OC(C)(C)C)C2=C(C=C(C=C2)OCCCN2CCN(CC2)CC(=O)OCC)C tert-butyl 6-(8-(benzo[d]thiazol-2-ylcarbamoyl)-3,4-dihydroisoquinolin-2(1H)-yl)-3-(4-(3-(4-(2-ethoxy-2-oxoethyl)piperazin-1-yl)propoxy)-2-methylphenyl)picolinate